5-chloro-6-(pyrimidin-2-yl)-1H-pyrrolo[2,3-b]pyridine ClC=1C=C2C(=NC1C1=NC=CC=N1)NC=C2